NC1=C(C=C2N=C(C(=NC2=C1C1=C(C(=CC=C1C)OC)C)C)C)C#N 7-amino-8-(3-methoxy-2,6-dimethyl-phenyl)-2,3-dimethyl-quinoxaline-6-carbonitrile